(S)-3-aminopyrrolidine-1-carboxylate N[C@@H]1CN(CC1)C(=O)[O-]